2,5,6-trichloro-N-((4-isopropylthiazol-5-yl)carbamoyl)nicotinamide ClC1=C(C(=O)NC(NC2=C(N=CS2)C(C)C)=O)C=C(C(=N1)Cl)Cl